N1=CC=C(C=C1)C1=C2NC(=C1)C=C1C=CC(=N1)C=C1C=CC(N1)=CC=1C=CC(N1)=C2.[Cu] copper (4-pyridyl)porphyrin